(S)-quinuclidin-3-yl ((R)-5-(3-chloro-4-propoxyphenyl)-2,2-dimethyl-2,3-dihydro-1H-inden-1-yl)carbamate ClC=1C=C(C=CC1OCCC)C=1C=C2CC([C@H](C2=CC1)NC(O[C@@H]1CN2CCC1CC2)=O)(C)C